isopropyl (3R)-1-[(4R)-2-[(3-bromo-2-methyl-phenyl)carbamoyl]-4,5,6,7-tetrahydropyrazolo[1,5-a]pyridin-4-yl]pyrrolidine-3-carboxylate BrC=1C(=C(C=CC1)NC(=O)C1=NN2C([C@@H](CCC2)N2C[C@@H](CC2)C(=O)OC(C)C)=C1)C